tert-butyl 5-(3-(aminomethyl)phenyl)-3-((2-(2-ethoxy-2-oxoethyl)phenoxy)methyl)-7-((ethoxycarbonyl)amino)benzofuran-2-carboxylate NCC=1C=C(C=CC1)C=1C=C(C2=C(C(=C(O2)C(=O)OC(C)(C)C)COC2=C(C=CC=C2)CC(=O)OCC)C1)NC(=O)OCC